(S)-5-chloro-N-(8-fluoro-6-oxo-1,4,5,6-tetrahydro-2H-pyrano[3,4-c]isoquinolin-1-yl)-N-methyl-6-(trifluoromethyl)nicotinamide ClC=1C(=NC=C(C(=O)N(C)[C@@H]2COCC=3NC(C=4C=C(C=CC4C32)F)=O)C1)C(F)(F)F